O=C1CC(CN1C=1C=NC(=CC1)C(F)(F)F)NC(OC(C)(C)C)=O tert-Butyl (5-oxo-1-(6-(trifluoromethyl)pyridin-3-yl)pyrrolidin-3-yl)carbamate